C(C)(C)C(C(C)=O)C1=CC=CC=C1 isopropylphenylacetone